C(C)N1CCN(CC1)C(=O)O[C@@H]1CC[C@H](CC1)C(N(C[C@@H]1CC[C@H](CC1)C1=NC(=C(C=C1)OC)C)C1=NC=CC(=C1)C=1N=C(OC1)C1CC1)=O trans-4-((4-(2-Cyclopropyloxazol-4-yl)pyridine-2-yl)-((trans-4-(5-meth-oxy-6-methylpyridin-2-yl)cyclohexyl)-methyl)carbamoyl)-cyclohexyl 4-ethyl-piperazine-1-carboxylate